1-(3-methylphenyl)guanidine CC=1C=C(C=CC1)NC(=N)N